N-benzyl-pent-2-ynamide C(C1=CC=CC=C1)NC(C#CCC)=O